3-[(3-chloro-2-methoxyphenyl)amino]-2-[6-(3,3-difluorocyclobutoxy)-1,5-naphthyridin-4-yl]-1H,5H,6H,7H-pyrrolo[3,2-C]pyridin-4-one ClC=1C(=C(C=CC1)NC1=C(NC2=C1C(NCC2)=O)C2=CC=NC1=CC=C(N=C21)OC2CC(C2)(F)F)OC